O1C=C(C=C1)CC1C(NC(S1)=S)=O 5-(furan-3-ylmethyl)-2-thioxothiazolidin-4-one